7-bromo-1,2,2,4-tetramethyl-1,2-dihydroquinoline BrC1=CC=C2C(=CC(N(C2=C1)C)(C)C)C